1-dibutylamino-3,5-dimercapto-triazine C(CCC)N(N1NN(CC(=C1)S)S)CCCC